N-(2-amino-3-fluoro-4-((4-(trifluoromethyl)benzyl)amino)phenyl)-7-(4-fluorophenyl)heptanamide NC1=C(C=CC(=C1F)NCC1=CC=C(C=C1)C(F)(F)F)NC(CCCCCCC1=CC=C(C=C1)F)=O